BrC1=CC(=C(C=C1F)NC(=O)C1=CC(=C(C=C1)N1CCN(CC1)C(=O)OC(C)(C)C)F)C tert-butyl 4-(4-((4-bromo-5-fluoro-2-methylphenyl)carbamoyl)-2-fluorophenyl)piperazine-1-carboxylate